The molecule is an amino disaccharide consisting of a beta-L-fucosyl residue attached to N-acetyl-beta-Dglucosamine by a (1->3)-glycosidic linkage. It has a role as an epitope. It is an amino disaccharide and a glucosamine oligosaccharide. C[C@H]1[C@H]([C@H]([C@@H]([C@H](O1)O[C@@H]2[C@H]([C@@H](O[C@@H]([C@H]2O)CO)O)NC(=O)C)O)O)O